BrC1=CC=C2C(=C(C(=NC2=C1)OC)C(=O)OCC)C(=O)O 7-bromo-3-(ethoxycarbonyl)-2-methoxyquinoline-4-carboxylic acid